2-(1-methyl-4-(2-methyl-3-phenylpropanoyl)-10-oxo-1,4,9-triazaspiro[5.6]dodecan-9-yl)acetic acid CN1CCN(CC12CCN(C(CC2)=O)CC(=O)O)C(C(CC2=CC=CC=C2)C)=O